NATRIUM DICHLORoACETAT ClC(C(=O)[O-])Cl.[Na+]